3-bromo-5-(methylamino)-1-[1-(prop-2-enoyl)pyrrolidin-3-yl]Pyrazole-4-carboxamide BrC1=NN(C(=C1C(=O)N)NC)C1CN(CC1)C(C=C)=O